C(C(=C)CC(=O)[O-])(=O)OCCCCC Mono-n-pentyl itaconate